3-(5,7-Difluoro-3,4-dihydro-2H-1-benzopyran-6-yl)-6-fluoro-1-benzothiophene-2-carboxylic acid FC1=C(C(=CC2=C1CCCO2)F)C2=C(SC1=C2C=CC(=C1)F)C(=O)O